8-bromo-2-morpholino-4-oxo-chromene-6-carboxylic acid BrC=1C=C(C=C2C(C=C(OC12)N1CCOCC1)=O)C(=O)O